ClC=1C=C(C=CC1F)NC1=NC=NC2=CC(=C(C=C12)NC(C=C)=O)OCCCN1CCN(CC1)CCCCCCCCSC1=C2CN(C(C2=CC=C1)=O)C1C(NC(CC1)=O)=O N-(4-((3-chloro-4-fluorophenyl)amino)-7-(3-(4-(8-((2-(2,6-dioxopiperidin-3-yl)-1-oxoisoindolin-4-yl)thio)octyl)piperazin-1-yl)propoxy)quinazolin-6-yl)acrylamide